N[C@@H]1CN(CCC1)CC=1C=C(C=C(C1)N1C=NC(=C1)C)NC(C1=NC=CC(=C1)C1=CC(=C(C=C1)OC)OC)=O (S)-N-(3-((3-aminopiperidin-1-yl)methyl)-5-(4-methyl-1H-imidazol-1-yl)phenyl)-4-(3,4-dimethoxyphenyl)picolinamide